1-heptyl-1-butylpyrrolidinium chloride [Cl-].C(CCCCCC)[N+]1(CCCC1)CCCC